C1(CCCCC1)S(=O)(=O)C(SC)S(=O)(=O)C1CCCCC1 bis(cyclohexanesulfonyl)(methylthio)methane